N-(8-(2-chloro-5-fluorophenyl)-6-oxo-3-(thiazol-5-yl)-5,6,7,8-tetrahydroimidazo[1,5-a]pyrazin-1-yl)-3-fluoro-5-(trifluoromethyl)benzamide ClC1=C(C=C(C=C1)F)C1C=2N(CC(N1)=O)C(=NC2NC(C2=CC(=CC(=C2)C(F)(F)F)F)=O)C2=CN=CS2